rac-(3R,4R)-1-cyclohexyl-4-{[5-(2,4-difluoro-phenyl)-[1,2,4]oxadiazole-3-carbonyl]-amino}-piperidine-3-carboxylic acid C1(CCCCC1)N1C[C@H]([C@@H](CC1)NC(=O)C1=NOC(=N1)C1=C(C=C(C=C1)F)F)C(=O)O |r|